ethyl 2-(4-(difluoromethoxy) phenyl)-4-methyloxazole-5-carboxylate FC(OC1=CC=C(C=C1)C=1OC(=C(N1)C)C(=O)OCC)F